(E)-6-chloro-3-methoxy-4-(2-(spiro[2.3]hex-5-yl)vinyl)pyridazine ClC1=CC(=C(N=N1)OC)\C=C\C1CC2(CC2)C1